N-[2-(dimethylamino)-2-oxoethyl]-4-(4-{2,5-dioxo-3-[3-(trifluoromethyl)phenyl]-1-imidazolidinyl}phenoxy)-1H-pyrrolo[2,3-b]pyridine-2-carboxamide CN(C(CNC(=O)C1=CC=2C(=NC=CC2OC2=CC=C(C=C2)N2C(N(CC2=O)C2=CC(=CC=C2)C(F)(F)F)=O)N1)=O)C